3-(2,2-difluoroethyl)-7-(((3S,4R)-3-fluoro-1-methylpiperidin-4-yl)amino)-1-oxidobenzo[b]thiophen FC(CC=1C2=C(S(C1)=O)C(=CC=C2)N[C@H]2[C@H](CN(CC2)C)F)F